N(=[N+]=[N-])CCCCCCCNC1=NC(=C(C(=O)OC)C=C1)CN1C(N(C=2N=C(N(C2C1=O)CC#CC)N1C[C@@H](CCC1)NC(=O)OC(C)(C)C)C)=O Methyl (R)-6-((7-azidoheptyl)amino)-2-((7-(but-2-yn-1-yl)-8-(3-((tert-butoxycarbonyl)amino)piperidin-1-yl)-3-methyl-2,6-dioxo-2,3,6,7-tetrahydro-1H-purin-1-yl)methyl)nicotinate